ethyl (2S,4R)-4-methyl-2-piperidinecarboxylate C[C@H]1C[C@H](NCC1)C(=O)OCC